6-((4-Bromo-2-fluorophenyl)amino)-7-fluoro-3-methylbenzofuran-5-carboxylic acid methyl ester COC(=O)C=1C(=C(C2=C(C(=CO2)C)C1)F)NC1=C(C=C(C=C1)Br)F